5-(8-(but-3-en-1-yloxy)imidazo[1,2-a]pyrazin-6-yl)-N-methoxy-N-methyloxazole-2-carboxamide C(CC=C)OC=1C=2N(C=C(N1)C1=CN=C(O1)C(=O)N(C)OC)C=CN2